Di(morpholin-4-yl) disulphide N1(CCOCC1)SSN1CCOCC1